2-[(pyridin-3-ylcarbonyl) amino]Ethyl nitrate [N+](=O)(OCCNC(=O)C=1C=NC=CC1)[O-]